C1(CC2C(CC1)O2)C(=O)OCC2CC1C(CC2)O1 3,4-epoxycyclohexylmethyl 3,4-epoxycyclohexylformate